(4,6-dimethoxypyrimidin-5-yl)boric acid COC1=NC=NC(=C1OB(O)O)OC